6-(methoxymethoxy)-1-naphthaldehyde COCOC=1C=C2C=CC=C(C2=CC1)C=O